ethyl-N-isopropyl-propane-2-amine C(C)CC(C)NC(C)C